6-chloro-4-(6,6-difluoro-1,4-diazepan-1-yl)-8-fluoro-2-(((S)-1-methylpyrrolidin-2-yl)methoxy)-[7,8'-biquinazolin]-2'-amine ClC=1C=C2C(=NC(=NC2=C(C1C=1C=CC=C2C=NC(=NC12)N)F)OC[C@H]1N(CCC1)C)N1CCNCC(C1)(F)F